(2S,4R)-1-((S)-2-(2-(2-(2-aminoethoxy)ethoxy)acetylamino)-3,3-dimethylbutyryl)-4-hydroxy-N-(4-(4-methylthiazol-5-yl)benzyl)pyrrolidine-2-carboxamide hydrochloride Cl.NCCOCCOCC(=O)N[C@H](C(=O)N1[C@@H](C[C@H](C1)O)C(=O)NCC1=CC=C(C=C1)C1=C(N=CS1)C)C(C)(C)C